(S)-[8-(6,7-dimethoxycinnolin-4-yl)-2,8-diazaspiro[4.5]decan-2-yl](imino)methyl-λ6-sulfanone COC=1C=C2C(=CN=NC2=CC1OC)N1CCC2(CCN(C2)[SH2](=O)C=N)CC1